ClC1=C(C=C(C(=O)NC23CC(C2)(C3)NC(COC3=CC(=C(C=C3)Cl)F)=O)C=C1)F 4-chloro-N-{3-[2-(4-chloro-3-fluorophenoxy)acetylamino]bicyclo[1.1.1]pentan-1-yl}-3-fluorobenzamide